FC(C(=O)N1CC(C1)N1N=C(C=2C1=NC(=CN2)OC)C2=CC=C(C=C2)C(F)(F)F)=C 2-fluoro-1-(3-(6-methoxy-3-(4-(trifluoromethyl)phenyl)-1H-pyrazolo[3,4-b]pyrazin-1-yl)azetidin-1-yl)prop-2-en-1-one